2-((5-(3-fluorophenyl)-2-nitropyridin-3-yl)oxy)propionic acid FC=1C=C(C=CC1)C=1C=C(C(=NC1)[N+](=O)[O-])OC(C(=O)O)C